BrC=1C=C(C=C2C(=CNC12)C1=NC(=NC=C1C(F)(F)F)OCC(F)(F)F)OC 7-bromo-5-methoxy-3-(2-(2,2,2-Trifluoroethoxy)-5-(trifluoromethyl)pyrimidin-4-yl)-1H-indole